7-chloro-4-(4,4,5,5-tetramethyl-1,3,2-dioxaborolan-2-yl)quinoline ClC1=CC=C2C(=CC=NC2=C1)B1OC(C(O1)(C)C)(C)C